4-(dimethylamino)-N-((6-(5-(trifluoromethyl)-1,2,4-oxadiazol-3-yl)imidazo[1,2-a]pyridin-2-yl)methyl)benzamide CN(C1=CC=C(C(=O)NCC=2N=C3N(C=C(C=C3)C3=NOC(=N3)C(F)(F)F)C2)C=C1)C